ClC=1C=CC(=C(OC2=CC=CC(=N2)S(=O)(=O)NC(=O)C=2C(=NC=CC2)N2C(CC(C2)C)(C)C)C1)F N-[[6-(5-Chloro-2-fluorophenoxy)-2-pyridyl]sulfonyl]-2-(2,2,4-trimethylpyrrolidin-1-yl)pyridin-3-carboxamid